1-(4-(3-hydroxyoxetan-3-yl)benzoyl)-4-(4-(trifluoromethyl)benzyl)piperidine-4-carboxylic acid OC1(COC1)C1=CC=C(C(=O)N2CCC(CC2)(C(=O)O)CC2=CC=C(C=C2)C(F)(F)F)C=C1